Racemic-2-methoxy-5-[[2-oxo-2-[(2R,5S)-5-methyl-2-[2-[rac-(3S,4R)-3-methoxy-1-methyl-4-piperidyl]-1,3-benzothiazol-5-yl]-1-piperidyl]acetyl]amino]pyridine-3-carboxamide COC1=NC=C(C=C1C(=O)N)NC(C(N1[C@H](CC[C@@H](C1)C)C=1C=CC2=C(N=C(S2)[C@H]2[C@@H](CN(CC2)C)OC)C1)=O)=O |r|